C(C)(C)(C)OC1=NC=C(C(=N1)OC(C)(C)C)C=1C=C2C(=NN1)N(N=C2O[C@@H](C(F)F)C2=NC=CC(=C2)B2OCC(CO2)(C)C)C 5-(2,4-ditert-butoxypyrimidin-5-yl)-3-[(1R)-1-[4-(5,5-dimethyl-1,3,2-dioxaborinan-2-yl)-2-pyridyl]-2,2-difluoro-ethoxy]-1-methyl-pyrazolo[3,4-c]pyridazine